4-((2-(5-(1-(3,5-difluorophenyl)ethoxy)-1H-indazol-3-yl)-4,6-dihydropyrrolo[3,4-d]imidazol-5(1H)-yl)methyl)piperidine-1-carboxylic acid methyl ester COC(=O)N1CCC(CC1)CN1CC=2NC(=NC2C1)C1=NNC2=CC=C(C=C12)OC(C)C1=CC(=CC(=C1)F)F